Cl.C[C@H]1CNCC[C@H]1C(=O)OCC (3R,4R)-ethyl 3-methylpiperidine-4-carboxylate hydrochloride